NC1=CC=C(CC2CCC(CC2)N)C=C1 4-(p-aminobenzyl)cyclohexylamine